N-(5-(3'-Methyl-2'-oxo-2',3'-dihydrospiro[cyclopropane-1,1'-pyrrolo[2,3-c]quinolin]-8'-yl)-2-(3-(pyrrolidin-1-yl)propoxy)pyridin-3-yl)benzenesulfonamide CN1C(C2(C3=C1C=NC=1C=CC(=CC31)C=3C=C(C(=NC3)OCCCN3CCCC3)NS(=O)(=O)C3=CC=CC=C3)CC2)=O